NC1=NC=2C=C(C(=CC2C2=C1C=NN2C)C(=O)N(CC2=CC=C(C=C2)C#CC(C)(C)O)C2CC2)F 4-amino-N-cyclopropyl-7-fluoro-N-(4-(3-hydroxy-3-methylbut-1-yn-1-yl)benzyl)-1-methyl-1H-pyrazolo[4,3-c]quinoline-8-carboxamide